4-formyl-2-methoxyphenyl ((1S,2S,5R)-1-hydroxy-2-isopropyl-5-methylcyclohexane-1-carbonyl)glycinate O[C@@]1([C@@H](CC[C@H](C1)C)C(C)C)C(=O)NCC(=O)OC1=C(C=C(C=C1)C=O)OC